1-[6-(1,1-Difluoro-3-methylbutyl)-3,3-dimethyl-1H,2H,3H-pyrrolo[3,2-b]pyridin-1-yl]-2-[(2R,5R)-5-methyl-2-(morpholin-4-ylmethyl)piperazin-1-yl]ethan-1-one FC(CC(C)C)(F)C=1C=C2C(=NC1)C(CN2C(CN2[C@H](CN[C@@H](C2)C)CN2CCOCC2)=O)(C)C